F[C@@H]1CN(CC1)C1=CC=C(C=N1)C=1C=C2N(C(N(C2)C=2C=NN(C2)C)=O)C1 (S)-6-(6-(3-fluoropyrrolidin-1-yl)pyridin-3-yl)-2-(1-methyl-1H-pyrazol-4-yl)-1,2-dihydro-3H-pyrrolo[1,2-c]imidazol-3-one